(rac)-tert-butyl {[3-(4-{[5-(2-chloro-5-fluoropyrimidin-4-yl)-2-fluorophenyl][(2-nitrophenyl)sulfonyl]amino}butoxy)-5-nitrobenzyl](methyl)oxido-λ6-sulfanylidene}carbamate ClC1=NC=C(C(=N1)C=1C=CC(=C(C1)N(CCCCOC=1C=C(C[S@](=O)(C)=NC(OC(C)(C)C)=O)C=C(C1)[N+](=O)[O-])S(=O)(=O)C1=C(C=CC=C1)[N+](=O)[O-])F)F |r|